C1(CCC(CC1)C(=O)OCC(CCCC)CC)C(=O)OCC(CCCC)CC di(2-ethylhexyl) Cyclohexane-1,4-dicarboxylate